5-Chloro-N-(3-(2-(ethylamino)-8,9-dihydroimidazo[1',2':1,6]pyrido[2,3-d]pyrimidin-6-yl)-4-fluorophenyl)-2-methoxypyridine ClC=1C=CC(N(C1)C1=CC(=C(C=C1)F)C1=CC2=C(N=C(N=C2)NCC)N2C1=NCC2)OC